C(#N)C1=NC2=CC(=CC(=C2N=C1N1CCC(CC1)O)[C@@H](C)NC1=C(C(=O)O)C=CC=C1)C (R)-2-((1-(2-cyano-3-(4-hydroxypiperidin-1-yl)-7-methylquinoxalin-5-yl)ethyl)amino)benzoic acid